2-(1-((2r,3r)-3-(2,4-difluorophenyl)-3-hydroxy-4-(1H-1,2,4-triazol-1-yl)-2-butyl)piperidin-4-ylidene)-N-(4-fluorophenyl)acetamide ethyl-3-(2-chloro-4-nitro-phenyl)-3-oxo-propanoate C(C)OC(CC(=O)C1=C(C=C(C=C1)[N+](=O)[O-])Cl)=O.FC1=C(C=CC(=C1)F)[C@]([C@@H](C)N1CCC(CC1)=CC(=O)NC1=CC=C(C=C1)F)(CN1N=CN=C1)O